2,4-dihydroxy-7-(methyloxy)-2h-1,4-benzoxazin-3(4h)-one OC1OC2=C(N(C1=O)O)C=CC(=C2)OC